N5-cyclobutyl-N3-methyl-2-oxo-1-(pyridin-3-ylmethyl)-1,2-dihydropyridine-3,5-dicarboxamide C1(CCC1)NC(=O)C=1C=C(C(N(C1)CC=1C=NC=CC1)=O)C(=O)NC